ClC=1C=C2C(=NC=NC2=C(C1C1=C(C=CC=C1)F)F)N1CCC(CC1)B(O)O (1-(6-chloro-8-fluoro-7-(2-fluorophenyl)quinazolin-4-yl)piperidin-4-yl)boronic acid